2-phenyl-1,2-benzisoselenazol-3[2H]-one C1(=CC=CC=C1)N1[Se]C2=C(C1=O)C=CC=C2